FC1=CC=C(C=C1)C=1C=C(C=NC1OC)CC=1C=NC=NC1 5-{[5-(4-Fluorophenyl)-6-methoxypyridin-3-yl]methyl}pyrimidine